CC1=C2CC(CN(C2=CC=C1)C1=CC=C(C=C1)C(F)(F)F)NC(OC(C)(C)C)=O tert-butyl (5-methyl-1-(4-(trifluoromethyl)phenyl)-1,2,3,4-tetrahydroquinolin-3-yl)carbamate